C(C1=CC=CC=C1)OC1=CC=C(C=C1)NC(=O)C=1C=C(N(C1C)C)C1=C(C(=O)OCC)C=CC(=C1)Cl Ethyl 2-[4-({[4-(benzyloxy)phenyl]amino}carbonyl)-1,5-dimethyl-1H-pyrrol-2-yl]-4-chlorobenzoate